ClC1=C(C=C2C(=CNC2=C1)C(=O)NOC)C1=CC=C(C=C1)C1(CC1)CO 6-chloro-5-(4-(1-(hydroxymethyl)cyclopropyl)phenyl)-N-methoxy-1H-indole-3-carboxamide